(S)-1-(6-((2-amino-3-chloropyridin-4-yl)thio)pyrido[2,3-b]pyrazin-2-yl)-4-methylazepan-4-amine NC1=NC=CC(=C1Cl)SC=1C=CC=2C(=NC=C(N2)N2CC[C@](CCC2)(N)C)N1